COC=1C=C(C=CC1)C1=NOC(=N1)[C@H](C)NC(=O)C1=CC(=NN1C)C(F)(F)F (S)-N-(1-(3-(3-methoxyphenyl)-1,2,4-oxadiazol-5-yl)ethyl)-1-methyl-3-(trifluoromethyl)-1H-pyrazole-5-carboxamide